NCC=1C=C(C=CC1)C1=CC2=C(SC=C2COC2=C(C=CC=C2)CC(=O)O)C=C1 2-(2-((5-(3-(aminomethyl)phenyl)benzo[b]thiophen-3-yl)methoxy)phenyl)acetic acid